C(NC(=O)C1=NC=C(C=C1)N1CCNCC1)([2H])([2H])[2H] N-(methyl-d3)-5-piperazin-1-ylpyridine-2-carboxamide